FC=1C=C2[C@H](NC=3C=CN4N=CC(C(NCC5OC2=C(C1)C5)=O)=C4N3)C (3R)-6-fluoro-3-methyl-10-oxa-2,13,17,18,21-penta-azapentacyclo[13.5.2.18,11.04,9.018,22]tricosa-1(21),4,6,8,15(22),16,19-heptaen-14-one